COC(C=C(COC)NCC1=CC=CC=C1)=O 3-benzylamino-4-methoxy-but-2-enoic acid methyl ester